1,3,5-tris(3,4-epoxycyclohexanecarbonyloxy)cyclohexaneN C1(CC2C(CC1)O2)C(=O)OC2=CC(CC(C2)OC(=O)C2CC1C(CC2)O1)OC(=O)C1CC2C(CC1)O2